CC1(OB(OC1(C)C)C=1C=C2C=CC(NC2=CC1)=O)C 6-(4,4,5,5-Tetramethyl-1,3,2-dioxaborolan-2-yl)quinolin-2(1H)-one